2-AMINO-5-BROMOPYRIMIDINE-4-CARBALDEHYDE NC1=NC=C(C(=N1)C=O)Br